C(C)(C)(C)NC1CN(CC(N1)NC(C)(C)C)CC 3,5-di(tertbutyl)aminoethylpiperazine